COC1=C(C=CC(=C1)C(F)(F)F)C1=C(N=C(N=N1)S[C@H]1CN(CCC1)C(=O)OC(C)(C)C)C tert-butyl (R)-3-((6-(2-methoxy-4-(trifluoromethyl)phenyl)-5-methyl-1,2,4-triazin-3-yl)thio)piperidine-1-carboxylate